C1C(C)O1.FC([C@H]1C[C@H](C1)C1=NC(NC2=NC(=C(N=C12)C)C)(C1C(COCC2C(O2)C2(NC3=NC(=C(N=C3C(=N2)[C@@H]2C[C@@H](C2)C(F)F)C)C)N2C[C@@H](OCC2)C=2C=NN(C2)C)O1)N1C[C@@H](OCC1)C=1C=NN(C1)C)F 4-(cis-3-(difluoromethyl) cyclobutyl)-6,7-dimethyl-2-((2S)-2-(1-methyl-1H-pyrazol-4-yl)-4-morpholinyl)pteridineglycidyl ether compound with epoxypropane